BrC1=C(C=C(C=C1)NC=C1C(OC(OC1=O)(C)C)=O)OC 5-(((4-bromo-3-methoxyphenyl)amino)methylene)-2,2-dimethyl-1,3-dioxane-4,6-dione